diethyl ((E)-3-(4-hydroxy-3-methoxyphenyl)acryloyl)glycyl-L-valyl-D-glutamate OC1=C(C=C(C=C1)/C=C/C(=O)NCC(=O)N[C@@H](C(C)C)C(=O)N[C@H](CCC(=O)OCC)C(=O)OCC)OC